FC=1C=C(C=CC1)N1N=CC2=CC(=CC=C12)C(=O)N1CCC(CC1)C1=NC2=C(N1CC1CC(C1)O)C=CC=C2 (1-(3-fluorophenyl)-1H-indazol-5-yl)(4-(1-(((1s,3s)-3-hydroxycyclobutyl)methyl)-1H-benzo[d]imidazol-2-yl)piperidin-1-yl)methanone